N-(3,5-dichloropyridin-4-yl)-4-(difluoromethoxy)-3-((5-(4-((2-(2,6-dioxo-piperidin-3-yl)-1-oxoisoindolin-4-yl)ethynyl)piperidin-1-yl)-5-oxopentyl)oxy)benzamide ClC=1C=NC=C(C1NC(C1=CC(=C(C=C1)OC(F)F)OCCCCC(=O)N1CCC(CC1)C#CC1=C2CN(C(C2=CC=C1)=O)C1C(NC(CC1)=O)=O)=O)Cl